5-(propenyl)uracil C(=CC)C=1C(NC(NC1)=O)=O